2-hydroxyethyl (R)-2-(1-((4'-(1,1,1,3,3,3-hexafluoro-2-hydroxypropan-2-yl)-2-methyl-[1,1'-biphenyl]-4-yl)methyl)-4-(pyridin-4-ylmethyl)piperazin-2-yl)acetate FC(C(C(F)(F)F)(O)C1=CC=C(C=C1)C1=C(C=C(C=C1)CN1[C@@H](CN(CC1)CC1=CC=NC=C1)CC(=O)OCCO)C)(F)F